FC=1C=C(C=CC1B1OC(C(O1)(C)C)(C)C)N1CC(N(C(C1)C)C(=O)[O-])C 4-[3-fluoro-4-(4,4,5,5-tetramethyl-1,3,2-dioxaborolan-2-yl)phenyl]-2,6-dimethylpiperazine-1-carboxylate